BO borinic acid